6-(5-chloro-3-((E)-(hydroxyimino)methyl)thiophen-2-yl)-2-methylpyridine ClC1=CC(=C(S1)C1=CC=CC(=N1)C)/C=N/O